BrCC(=O)C1=CC=C(C=C1)S(=O)(=O)C 2-bromo-1-[4-(methylsulfonyl)phenyl]ethanone